1-(4-(tert-butoxycarbonyl)piperazine-1-carbonyl)-3-methyl-1H-imidazole-3-ium iodide [I-].C(C)(C)(C)OC(=O)N1CCN(CC1)C(=O)N1C=[N+](C=C1)C